7-{6-chloro-3-[1-(3-methylbutyl)-1H-pyrazol-4-yl]pyridin-2-yl}quinoline ClC1=CC=C(C(=N1)C1=CC=C2C=CC=NC2=C1)C=1C=NN(C1)CCC(C)C